tert-Butyl (2S*,3S*)-3-fluoro-2-(2-methoxybenzyl)pyrrolidine-1-carboxylate F[C@@H]1[C@@H](N(CC1)C(=O)OC(C)(C)C)CC1=C(C=CC=C1)OC |o1:1,2|